3-methyl-1H-pyrazolo[3,4-d]Pyrimidine CC1=NNC2=NC=NC=C21